2-(3-bromo-5-chloro-4-(trifluoromethoxy)phenyl)-4,4,5,5-tetramethyl-1,3,2-dioxaborolane BrC=1C=C(C=C(C1OC(F)(F)F)Cl)B1OC(C(O1)(C)C)(C)C